(n-propylcyclopentadienyl)(pentamethylcyclopentadienyl)hafnium dichloride [Cl-].[Cl-].C(CC)C1(C=CC=C1)[Hf+2]C1(C(=C(C(=C1C)C)C)C)C